Cl.COC=1C(=NC=NC1)N1CCNCC1 5-methoxy-4-(piperazin-1-yl)pyrimidine hydrochloride